C1(=CC=CC=C1)OC(=O)N1C[C@@H](CC=C1)C1=CC=C(C=C1)Br phenyl-(S)-3-(4-bromophenyl)-3,4-dihydropyridine-1(2H)-carboxylate